C(C)(C)(C)OC(CCCOC1=CC=C(CN2C=CC3=CC=C(C=C23)C(=O)OC)C=C1)=O Methyl 1-(4-(4-(tert-butoxy)-4-oxobutoxy)benzyl)-1H-indole-6-carboxylate